1-(2-[[5-(trifluoromethyl)pyridin-3-yl]oxy]ethyl)pyrazole-4-carboxylic acid ethyl ester C(C)OC(=O)C=1C=NN(C1)CCOC=1C=NC=C(C1)C(F)(F)F